(2-(3-methoxyphenyl)thiazol-4-yl)methanol COC=1C=C(C=CC1)C=1SC=C(N1)CO